tert-Butyl 4-methyl-5-(3'-(1-oxo-4-(trifluoromethyl) isoindolin-2-yl)-[1,1'-biphenyl]-2-yl)-1H-imidazole-1-carboxylate CC=1N=CN(C1C1=C(C=CC=C1)C1=CC(=CC=C1)N1C(C2=CC=CC(=C2C1)C(F)(F)F)=O)C(=O)OC(C)(C)C